N,N'-adamantane-1,3-diylbis(pentafluorobenzeneamide) C12(CC3(CC(CC(C1)C3)C2)NC(=O)C2=C(C(=C(C(=C2F)F)F)F)F)NC(=O)C2=C(C(=C(C(=C2F)F)F)F)F